BrC1=C(N)C(=CC(=C1)Br)CCl 2,4-dibromo-6-chloromethylaniline